5-chloro-2-[4-[[(1r,3r)-3-hydroxycyclohexyl]amino]pyrido[3,4-d]pyridazin-1-yl]phenol ClC=1C=CC(=C(C1)O)C1=C2C(=C(N=N1)N[C@H]1C[C@@H](CCC1)O)C=NC=C2